5-chloro-2-(1-{4-[1-(methoxycarbonyl)cyclopropyl]phenyl}piperidin-4-yl)thiophene-3-carboxylic acid ClC1=CC(=C(S1)C1CCN(CC1)C1=CC=C(C=C1)C1(CC1)C(=O)OC)C(=O)O